C1(=CC=CC=C1)[C@@H](C)OC(NC=1C(=NOC1C1CCN(CC1)C1=CC=C(C=C1)C1(CC1)C#N)C)=O [(1R)-1-phenylethyl]-N-[5-[1-[4-(1-cyanocyclopropyl) phenyl]-4-piperidyl]-3-methyl-isoxazol-4-yl]carbamate